C(C)(C)(C)OC(=O)N1C[C@H](CC1)C=1C=C(C=CC1)C1=CC=CC=C1 (R)-3-([1,1'-Biphenyl]-3-yl)pyrrolidine-1-carboxylic acid tert-butyl ester